6-(3,5-difluoro-2-((tetrahydro-2H-pyran-4-yl)oxy)benzyl)-7,8-dihydro-1,6-naphthyridin-5(6H)-one FC=1C(=C(CN2C(C=3C=CC=NC3CC2)=O)C=C(C1)F)OC1CCOCC1